FC(C=1C=C(C=C(C1)C(F)(F)F)P(C=1[C-](C=CC1)[C@@H](C)P(C(F)(F)F)C(F)(F)F)C1=CC(=CC(=C1)C(F)(F)F)C(F)(F)F)(F)F.[CH-]1C=CC=C1.[Fe+2] (R)-1-{(S)-2-[bis(3,5-bis-trifluoromethylphenyl)phosphino]Ferrocenyl}ethylbis(trifluoromethyl)phosphine